FC1=C(C=CC=C1)C1=CC=2C(=C3N(CCN(C3)C(CCOCC3NCC3)=O)C2N=C1)C 2-((3-(3-(2-fluorophenyl)-5-methyl-8,9-dihydropyrido[3',2':4,5]pyrrolo[1,2-a]pyrazin-7(6H)-yl)-3-oxopropoxy)methyl)azetidin